5-(furan-2-yl)quinoline-2-carboxylic acid O1C(=CC=C1)C1=C2C=CC(=NC2=CC=C1)C(=O)O